CC1=CC=CC=C1C(=O)NC2=CC=C(C=C2)Cl N-(4-chlorophenyl)-2-methylbenzamide